The molecule is an amino octasaccharide made up from one alpha-D-glucose residue, three L-alpha-D-Hep residues (two of which are monophosphorylated), two alpha-Kdo residues and two monophosphorylated alpha-D-glucosamine residues (one of which is at the reducing end). It is an oligosaccharide phosphate, a glucosamine oligosaccharide and an amino octasaccharide. C1[C@H]([C@H]([C@H](O[C@]1(C(=O)O)O[C@@H]2C[C@@](O[C@@H]([C@@H]2O[C@@H]3[C@H]([C@H]([C@@H]([C@H](O3)[C@H](CO)O)OP(=O)(O)O)O[C@@H]4[C@H]([C@H]([C@@H]([C@H](O4)[C@H](CO[C@@H]5[C@H]([C@H]([C@@H]([C@H](O5)[C@H](CO)O)O)O)O)O)OP(=O)(O)O)O[C@@H]6[C@@H]([C@H]([C@@H]([C@H](O6)CO)O)O)O)O)O)[C@@H](CO)O)(C(=O)O)OC[C@@H]7[C@H]([C@@H]([C@H]([C@@H](O7)OC[C@@H]8[C@H]([C@@H]([C@H]([C@H](O8)OP(=O)(O)O)N)O)O)N)O)OP(=O)(O)O)[C@@H](CO)O)O)O